3-[5-[3-(4-Methyl-1H-imidazol-1-yl)-4-phenoxyphenyl]-1-(3-methylphenyl)-4-(methylsulfanyl)-6-oxo-1,2,5,6-tetrahydro-1,3,5-triazin-2-ylidene]-1-(3-methylphenyl)urea CC=1N=CN(C1)C=1C=C(C=CC1OC1=CC=CC=C1)N1C(=NC(N(C1=O)C1=CC(=CC=C1)C)=NC(NC1=CC(=CC=C1)C)=O)SC